NC=1C=C2C(=NC1)N(C(=C2)C)C(=O)OC(C)(C)C tert-butyl 5-amino-2-methyl-1H-pyrrolo[2,3-b]pyridine-1-carboxylate